3-cyclopropyl-5-(3,3-difluorocyclobutaneformyl)-8-fluoro-N-[6-(4-isopropyl-4H-1,2,4-triazol-3-yl)pyridin-2-yl]-5,6-dihydro-4H-benzo[f]imidazo[1,5-a][1,4]diazepine-9-carboxamide C1(CC1)C=1N=CN2C1CN(CC1=C2C=C(C(=C1)F)C(=O)NC1=NC(=CC=C1)C1=NN=CN1C(C)C)C(=O)C1CC(C1)(F)F